[NH4+].C(C=C)(=O)NC(CS(=O)(=O)[O-])CC 2-acrylamidobutanesulfonic acid ammonium salt